tert-Butyl ((R)-1-(7-((R)-cyclopropyl(5,5-difluoro-2-oxotetrahydropyrimidin-1(2H)-yl)methyl)imidazo[1,2-b]pyridazin-2-yl)-2-((1,1,1-trifluoro-2-methylpropan-2-yl)oxy)ethyl)carbamate C1(CC1)[C@H](C1=CC=2N(N=C1)C=C(N2)[C@H](COC(C(F)(F)F)(C)C)NC(OC(C)(C)C)=O)N2C(NCC(C2)(F)F)=O